OC(CNC(=O)C1=CC2=C(N(C(=N2)NC=2SC3=C(N2)C=CC(=C3)OC(F)(F)F)C)C=C1)(C)C 1-Methyl-2-(6-trifluoromethoxy-benzothiazol-2-ylamino)-1H-benzoimidazole-5-carboxylic acid (2-hydroxy-2-methyl-propyl)-amide